(3aR,6aR)-4-(hydroxymethyl)hexahydrocyclopenta[c]pyrrole-2(1H)-carboxylic acid tert-butyl ester C(C)(C)(C)OC(=O)N1C[C@H]2[C@@H](C1)C(CC2)CO